disodium 4-stearyl 2-sulfosuccinate S(=O)(=O)(O)C(C(=O)[O-])CC(=O)OCCCCCCCCCCCCCCCCCC.[Na+].[Na+].C(CCCCCCCCCCCCCCCCC)OC(CC(C(=O)[O-])S(=O)(=O)O)=O